ClC1=CC=C(C=N1)C1=NOC(=C1CN1N=CC(=CC1=O)N1CC(C1)OCC(F)F)C 2-((3-(6-chloropyridin-3-yl)-5-methylisoxazol-4-yl)methyl)-5-(3-(2,2-difluoroethoxy)azetidin-1-yl)pyridazin-3(2H)-one